[6-[(5-Fluoro-3-pyridyl)methyl]-2-azaspiro[3.3]heptan-2-yl]-[(3R)-3-(tetrazol-1-yl)pyrrolidin-1-yl]methanone FC=1C=C(C=NC1)CC1CC2(CN(C2)C(=O)N2C[C@@H](CC2)N2N=NN=C2)C1